(R)-6-chloro-3-((1-(5-(4,4-difluoropiperidin-1-yl)-9-methyl-2-(trifluoromethyl)imidazo[1,2-c]quinazolin-7-yl)ethyl)amino)picolinic acid ClC1=CC=C(C(=N1)C(=O)O)N[C@H](C)C1=CC(=CC=2C=3N(C(=NC12)N1CCC(CC1)(F)F)C=C(N3)C(F)(F)F)C